[Br].BrC(C)Br dibromoethane bromine